benzylbis(cyclohexyl)phosphine oxide C(C1=CC=CC=C1)P(C1CCCCC1)(C1CCCCC1)=O